5-[5-[(1R)-1-(3,5-dichloro-4-pyridyl)ethoxy]-1H-indazol-3-yl]-2-[(3R)-3-hydroxypyrrolidin-1-yl]pyridine-3-carbonitrile ClC=1C=NC=C(C1[C@@H](C)OC=1C=C2C(=NNC2=CC1)C=1C=C(C(=NC1)N1C[C@@H](CC1)O)C#N)Cl